FC(C(C(F)(F)F)OCCCC)(F)F 1,1,1,3,3,3-hexafluoro-2-n-butoxypropane